C[Cu](C)(C)C tetramethylCopper